CC1=C(C=CC(=C1)C(F)(F)F)CNCC N-[[2-Methyl-4-(trifluoromethyl)phenyl]methyl]ethanamine